FC(C1=CC=CC(=N1)C(=O)NC1=CC2=CNN=C2C=C1C(=O)[O-])(F)F 5-(6-(trifluoromethyl) picolinamido)-2H-indazole-6-carboxylate